NC1=NC=CC=C1C1=NC=2C(=NC(=CC2)C2=NC=C(C=C2)C#N)N1C1=CC=C(CN2CCC(CC2)NC2=NC(=NC=C2)C#N)C=C1 4-((1-(4-(2-(2-aminopyridin-3-yl)-5-(5-cyanopyridin-2-yl)-3H-imidazo[4,5-b]pyridin-3-yl)benzyl)piperidin-4-yl)amino)pyrimidine-2-carbonitrile